ClC1=CC=C(C(=O)OC2=C(C=CC=C2)OC)C=C1 2-methoxyphenyl 4-chlorobenzoate